C1(=CC=C(C=C1)C1=C2C=CC=CC2=C(C2=CC=CC=C12)C1=CC=C(C=C1)N1C(=NC2=C1C=CC=C2)CC)C2=CC=CC=C2 1-(4-(10-([1,1'-biphenyl]-4-yl)anthracen-9-yl)phenyl)-2-ethyl-1H-benzo[d]-imidazole